The molecule is a semisynthetic glycopeptide used for the treatment of acute bacterial skin and skin structure infections caused or suspected to be caused by susceptible isolates of designated Gram-positive microorganisms including MRSA. It has a role as an antibacterial drug and an antimicrobial agent. It is a carbohydrate acid derivative, a monosaccharide derivative, a glycopeptide and a semisynthetic derivative. CC(C)CCCCCCCCC(=O)N[C@@H]1[C@H]([C@@H]([C@H](O[C@H]1OC2=C3C=C4C=C2OC5=C(C=C(C=C5)[C@H]([C@H]6C(=O)N[C@@H](C7=C(C(=CC(=C7)O)O[C@@H]8[C@H]([C@H]([C@@H]([C@H](O8)CO)O)O)O)C9=C(C=CC(=C9)[C@H](C(=O)N6)NC(=O)[C@@H]4NC(=O)[C@@H]1C2=C(C(=CC(=C2)OC2=C(C=CC(=C2)[C@H](C(=O)N[C@H](CC2=CC=C(O3)C=C2)C(=O)N1)NC)O)O)Cl)O)C(=O)NCCCN(C)C)O)Cl)C(=O)O)O)O